COC(C(=CC1=CC=CC=C1)C=1N=NN(C1)CC1=CC=C(C=C1)C(C)(C)C)=O (1-(4-tert-butylbenzyl)-1H-1,2,3-triazol-4-yl)cinnamic acid methyl ester